C(=O)C1=CC=C(C=CC2=CC=[NH+]C=C2)C=C1 4-(4-formylstyryl)-pyridinium